trans-N1-(5-(3-(2,2-difluoroethyl)-2-methyl-3H-imidazo[4,5-b]pyridin-5-yl)pyrrolo[2,1-f][1,2,4]triazin-2-yl)cyclohexane-1,4-diamine FC(CN1C(=NC=2C1=NC(=CC2)C=2C=CN1N=C(N=CC12)N[C@@H]1CC[C@H](CC1)N)C)F